N=1N=CN2C=NC(=CC21)OC2=C(C=C(C=C2)NC2=NC=NC1=CC=C(C=C21)C=CC(=O)N(C)C)C 3-(4-((4-([1,2,4]triazolo[4,3-c]pyrimidin-7-yloxy)-3-methylphenyl)amino)quinazolin-6-yl)-N,N-dimethylacrylamide